C1(=CC=CC=C1)CCCN1C(C=CC1=O)=O 1-(3-phenylpropyl)-1H-pyrrole-2,5-dione